ClC1=C(C=CC(=C1)N=C=S)F 2-chloro-1-fluoro-4-isothiocyanato-benzene